CC(C)(C)OOC(C)(C)C1=CC=C(C=C1)C(C)(C)OOC(C)(C)C 1,4-bis(tert-butylperoxydiisopropyl)benzene